N-{(1S)-1-cyano-2-[(3S)-2-oxopyrrolidin-3-yl]ethyl}-4-methyl-N2-[(propan-2-yloxy)acetyl]-L-leucinamide C(#N)[C@H](C[C@H]1C(NCC1)=O)NC([C@@H](NC(COC(C)C)=O)CC(C)(C)C)=O